C(CCC)C1C2C=CC(C1)C2 5-(n-butyl)-bicyclo[2.2.1]hept-2-ene